tert-butyl 9-(4-amino-7-methyl-5-(4-(pyrimidin-2-yloxy) phenyl)-7H-pyrrolo[2,3-d]pyrimidin-6-yl)-3-azaspiro[5.5]undec-8-ene-3-carboxylate NC=1C2=C(N=CN1)N(C(=C2C2=CC=C(C=C2)OC2=NC=CC=N2)C2=CCC1(CCN(CC1)C(=O)OC(C)(C)C)CC2)C